seryl-L-prolinate N[C@@H](CO)C(=O)N1[C@@H](CCC1)C(=O)[O-]